COC1=CC2=C(N=C(S2)CNC(=O)C2(CC3=CC=CC=C3C2)CC(=O)OCCCC)C=C1OCC(=O)N1CCN(CC1)C butyl 2-[2-[[6-methoxy-5-[2-(4-methylpiperazin-1-yl)-2-oxo-ethoxy]-1,3-benzothiazol-2-yl]methylcarbamoyl]indan-2-yl]acetate